(R)-3-((1-ethylpiperidin-3-yl)amino)-6-(4-hydroxybenzo[b]thiophen-5-yl)-N-methyl-1,2,4-triazine-5-carboxamide C(C)N1C[C@@H](CCC1)NC=1N=NC(=C(N1)C(=O)NC)C1=C(C2=C(SC=C2)C=C1)O